1-(4-Acetylphenoxy)cyclopropanecarboxylic acid methyl ester COC(=O)C1(CC1)OC1=CC=C(C=C1)C(C)=O